9-(benzyloxy)-1-nonanol C(C1=CC=CC=C1)OCCCCCCCCCO